C(C1=CC=CC=C1)NC1=NC(=NN2C1=CC=C2)N2C(=CC=1C(=CC=CC21)C(=O)OC)C methyl 1-(4-(benzylamino)pyrrolo[2,1-f][1,2,4]triazin-2-yl)-2-methyl-1H-indole-4-carboxylate